ClC=1C=C2NC(C=3N(C2=C(C1C1=C2C=CN(C2=CC=C1)S(=O)(=O)C)F)C(=NN3)C)(C)C 7-chloro-9-fluoro-1,4,4-trimethyl-8-(1-methylsulfonyl-1H-indol-4-yl)-5H-[1,2,4]triazolo[4,3-a]quinoxaline